N1(CCC[C@@]12CNCCC2)C[C@@H]2[C@H]([C@H]([C@@H](C2)N2C=CC1=C2N=CN=C1NC)O)O (1S,2R,3R,5R)-3-[(5S)-1,7-diazaspiro[4.5]decan-1-ylmethyl]-5-[4-(methylamino)pyrrolo[2,3-d]pyrimidin-7-yl]cyclopentane-1,2-diol